C(C1=CC=CC=C1)N1C(C(C(=C1C1=CC=C(C=C1)C(F)(F)F)C)(C[Se]C1=CC=CC=C1)C)=O 1-Benzyl-3,4-dimethyl-3-((phenylseleno)methyl)-5-(4-(trifluoromethyl)phenyl)-1H-pyrrol-2(3H)-one